[N-](S(=O)(=O)C(F)(F)F)S(=O)(=O)C(F)(F)F.C(C)N1C=[N+](C=C1)C 1-ethyl-3-methylimidazolium bis(trifluoromethanesulfonyl)imide